N-(4-(2-((4-methoxybenzyl)(4-(trifluoromethyl)phenyl)amino)phenyl)pyridin-2-yl)methanesulfonamide COC1=CC=C(CN(C2=C(C=CC=C2)C2=CC(=NC=C2)NS(=O)(=O)C)C2=CC=C(C=C2)C(F)(F)F)C=C1